phenoxyethyl dimethylaminoethyl ether CN(C)CCOCCOC1=CC=CC=C1